N-({3-chloro-5-methyl-6-[(1,3-thiazol-4-yl)methoxy]-2-indolyl}methyl)-1-azetidinecarboxamide ClC1=C(NC2=CC(=C(C=C12)C)OCC=1N=CSC1)CNC(=O)N1CCC1